2-{[(tert-butyl dimethylsilyl)oxy] methyl}-4-{4-[(1S)-1-{[5-(2,4-difluorophenoxy)pyrazin-2-yl]carbamoyl}ethyl]-2,2-dimethylpiperazine-1-carbonyl}pyridin-1-ium-1-olate [Si](C)(C)(C(C)(C)C)OCC1=[N+](C=CC(=C1)C(=O)N1C(CN(CC1)[C@@H](C)C(NC1=NC=C(N=C1)OC1=C(C=C(C=C1)F)F)=O)(C)C)[O-]